C(C)(=O)OCCCCCCC\C=C\CCC E-8-Dodecen-1-yl acetate